1-Cyclopentyl-N-((2-(4'-fluoro-2'-(4-methyl-4H-1,2,4-triazol-3-yl)-[1,1'-biphenyl]-3-yl)-7-methoxybenzo[d]oxazol-5-yl)methyl)methanamine C1(CCCC1)CNCC=1C=C(C2=C(N=C(O2)C=2C=C(C=CC2)C2=C(C=C(C=C2)F)C2=NN=CN2C)C1)OC